(S)-5-amino-4-bromo-2-((3-(2-(4-chlorophenyl)-2-hydroxyethyl)-1,2,4-oxadiazol-5-yl)methyl)pyridazin-3(2H)-one NC1=C(C(N(N=C1)CC1=NC(=NO1)C[C@H](O)C1=CC=C(C=C1)Cl)=O)Br